1-[2-[3-(3,5-di-tert-butyl-4-hydroxyphenyl)propionyloxy]ethyl]-4-[3-(3,5-di-tert-butyl-4-hydroxyphenyl)propionyl-oxy]-2,2,6,6-tetramethylpiperidine ethyl-2-methyl-2-iodo-propionate C(C)OC(C(C)(I)C)=O.C(C)(C)(C)C=1C=C(C=C(C1O)C(C)(C)C)CCC(=O)OCCN1C(CC(CC1(C)C)OC(CCC1=CC(=C(C(=C1)C(C)(C)C)O)C(C)(C)C)=O)(C)C